C(C)(C)(C)N(C1=CC(=C(C(=C1)Cl)OCCCl)Cl)C1=CC=C(C=C1)OCC1=C(N=CO1)S(=O)(=O)C N-(tert-Butyl)-3,5-dichloro-4-(2-chloroethoxy)-N-(4-((4-(methyl-sulfonyl)oxazol-5-yl)methoxy)phenyl)aniline